1,2,4,5-tetrafluoro-3-iodobenzene FC1=C(C(=C(C(=C1)F)F)I)F